3-[3-(dimethylsulfamoylamino)-2-fluoro-benzoyl]-5-(6-methoxypyridazin-3-yl)-1H-pyrrolo[2,3-b]pyridine CN(S(=O)(=O)NC=1C(=C(C(=O)C2=CNC3=NC=C(C=C32)C=3N=NC(=CC3)OC)C=CC1)F)C